N-([4-[4-[[2-(4-chlorophenyl)-4,4-dimethylcyclohexen-1-yl]methyl]piperazin-1-yl]phenyl]sulfonyl)-2-methylpyrimidine-5-carboxamide ClC1=CC=C(C=C1)C1=C(CCC(C1)(C)C)CN1CCN(CC1)C1=CC=C(C=C1)S(=O)(=O)NC(=O)C=1C=NC(=NC1)C